C1(CC=CC2=CCCC=C12)O 6,7-dihydro-1H-naphthol